2-((2-methoxy-5-(3-methyl-1,2,4-thiadiazol-5-yl)phenyl)amino)-1-(4-methoxyindolin-1-yl)ethan COC1=C(C=C(C=C1)C1=NC(=NS1)C)NCCN1CCC2=C(C=CC=C12)OC